3,3-difluorocyclobutyl (4-cyclobutyl-3-(3-hydroxy-3-methyl-cyclobutyl)-1-methyl-1H-pyrazol-5-yl)carbamate C1(CCC1)C=1C(=NN(C1NC(OC1CC(C1)(F)F)=O)C)C1CC(C1)(C)O